FC1(CCC(CC1)C(C(C#N)C#N)C1=CC=CC=C1)F 2-((4,4-difluorocyclohexyl)(phenyl)methyl)malononitrile